CN(C(N(C)C)=[NH2+])C Tetramethyl-guanidinium